C(#N)C=1N(C2=C(C=CC(=C2C1)OC)F)CCNC1=CC(=NC=N1)C1=CC=C2C(NN(C2=C1)CC(=O)O)=O (6-{6-[2-(2-Cyano-7-fluoro-4-methoxy-indol-1-yl)-ethylamino]-pyrimidin-4-yl}-3-oxo-2,3-dihydro-indazol-1-yl)-acetic acid